dinitronitroamine [N+](=O)([O-])N([N+](=O)[O-])[N+](=O)[O-]